BrC1=C(C=CC2=CN(N=C12)C)F 7-bromo-6-fluoro-2-methyl-2H-indazole